O=C1CCCCC=2N=C(N=CC21)NC=2C=C(SC2)C#N 4-((5-oxo-6,7,8,9-tetrahydro-5H-cyclohepta[d]pyrimidin-2-yl)amino)thiophene-2-carbonitrile